5-(2,2-Difluoropropyl)-4-methoxypyrazolo[1,5-a]pyridin-3-amine FC(CC1=C(C=2N(C=C1)N=CC2N)OC)(C)F